bis[2-(methacryloyloxy) ethyl] hydrogenphosphate P(=O)(O)(OCCOC(C(=C)C)=O)OCCOC(C(=C)C)=O